2-allyl-1-[6-(4-piperidyloxy)-2-pyridyl]-6-(1-propyl-4-pyrazolylamino)-1,2-dihydro-3H-1,2,5,7-tetraazainden-3-one C(C=C)N1N(C2=NC(=NC=C2C1=O)NC=1C=NN(C1)CCC)C1=NC(=CC=C1)OC1CCNCC1